(S)-3-((4-(cyclopropylethynyl)-6-fluoro-2-oxo-4-(trifluoromethyl)-1,2,3,4-tetrahydroquinazolin-7-yl)methyl)-1-methylimidazolidine-2,4-dione C1(CC1)C#C[C@@]1(NC(NC2=CC(=C(C=C12)F)CN1C(N(CC1=O)C)=O)=O)C(F)(F)F